(R)-2-chloro-4-(4-(1-((5-(4-fluorophenoxy)pyridin-2-yl)amino)-1-oxopropan-2-yl)piperazine-1-carbonyl)pyridine 1-oxide ClC1=[N+](C=CC(=C1)C(=O)N1CCN(CC1)[C@@H](C(=O)NC1=NC=C(C=C1)OC1=CC=C(C=C1)F)C)[O-]